5-(benzo[b]thiophen-4-yl)octahydrocyclopenta[c]pyrrole hydrochloride Cl.S1C2=C(C=C1)C(=CC=C2)C2CC1C(CNC1)C2